NCCNC(C1=C(C=C(C=C1)NC=1C=2N(C=CN1)C(=CN2)C=2C(=NNC2)C(F)(F)F)Cl)=O N-(2-aminoethyl)-2-chloro-4-[[3-[3-(trifluoromethyl)-1H-pyrazol-4-yl]imidazo[1,2-a]pyrazin-8-yl]amino]benzamide